2-(6-bromopyridin-2-yl)-2-methylpropanoic acid ethyl ester C(C)OC(C(C)(C)C1=NC(=CC=C1)Br)=O